2,4-dihydro-3H-1,2,4-triazol-3-one hydrochloride Cl.N=1NC(NC1)=O